C12C3=C(C(CC1)C2)O3 exo-2,3-epoxynorbornene